6-(4-(3,4-Difluorophenyl)-2-methyl-1H-imidazol-5-yl)quinoline FC=1C=C(C=CC1F)C=1N=C(NC1C=1C=C2C=CC=NC2=CC1)C